4-(benzyloxy)-2,3,5-trifluoro-benzoic acid benzyl ester C(C1=CC=CC=C1)OC(C1=C(C(=C(C(=C1)F)OCC1=CC=CC=C1)F)F)=O